CN(C)C=C1CCC(C1=O)(C1=CN=CS1)C 5-((dimethylamino)methylene)-2-methyl-2-(thiazol-5-yl)cyclopentan-1-one